C1(=CC=CC=C1)C(\C=C\SC1=CC=CC=C1)=O (E)-1-phenyl-3-(phenylsulfanyl)prop-2-en-1-one